6-bromo-2,7-dimethyl-N-[(1R)-1-[3-(trifluoromethyl)phenyl]ethyl]-7H-pyrazolo[3,4-h]quinazolin-4-amine BrC=1C=C2C(=NC(=NC2=C2C1N(N=C2)C)C)N[C@H](C)C2=CC(=CC=C2)C(F)(F)F